N-(3-((2-((3S,4R)-3-fluoro-4-hydroxy-3-methylpiperidin-1-yl)pyrimidin-4-yl)amino)-5-isopropyl-8-((2R,3S)-2-methyl-3-((methylsulfonyl)methyl)azetidin-1-yl)isoquinolin-6-yl)but-2-ynamide F[C@]1(CN(CC[C@H]1O)C1=NC=CC(=N1)NC=1N=CC2=C(C=C(C(=C2C1)C(C)C)NC(C#CC)=O)N1[C@@H]([C@H](C1)CS(=O)(=O)C)C)C